2-bromo-5-methoxy-3-methyl-phenol BrC1=C(C=C(C=C1C)OC)O